N1(C=CC=C1)C=1C=C(C=CC1)[C@H](CC(=O)OCC)NC(=O)NC=1C(N(C=CC1O)C)=O ethyl (S)-3-(3-(1H-pyrrol-1-yl)phenyl)-3-(3-(4-hydroxy-1-methyl-2-oxo-1,2-dihydropyridin-3-yl)ureido)propanoate